[Si].[V].[V].[V] trivanadium silicide